N1=CC=CC=C1C1=NC(=NC(=N1)N)NC pyridin-6-yl-N4-methyl-1,3,5-triazine-2,4-diamine